(2-(1H-imidazol-5-yl)ethyl)glycine N1C=NC=C1CCNCC(=O)O